methyl-4-(oxiran-2-ylmethoxy)-9H-carbazole CC1=CC=C(C=2C3=CC=CC=C3NC12)OCC1OC1